C1(CC1)C=1C=C(C=2N(C1)C=C(N2)CO)N2C(C1CC1C2)=O 3-(6-cyclopropyl-2-(hydroxymethyl)imidazo[1,2-a]pyridin-8-yl)-3-azabicyclo[3.1.0]hexan-2-one